2'-oxo-1',4'-dihydro-2'H-spiro[piperidine-4,3'-quinoline]-1-carboxylic acid tert-butyl ester C(C)(C)(C)OC(=O)N1CCC2(C(NC3=CC=CC=C3C2)=O)CC1